ClC=1C=C(C(=O)N2CC=3C(=NN4C3C=3C(C[C@H](C4)C(=O)NC)=CON3)C[C@H]2C)C=CC1Cl (5R,10R)-11-(3,4-dichlorobenzoyl)-N,10-dimethyl-5,6,9,10,11,12-hexahydro-4H-isoxazolo[3,4-c]pyrido[4',3':3,4]pyrazolo[1,5-a]azepine-5-carboxamide